FC=1C=C2C=CC=CC2=CC1 6-fluoronaphthalen